5-chloro-N-hydroxy-3-(o-tolylsulfinyl)pyridine-2-carboxamidine ClC=1C=C(C(=NC1)C(=N)NO)S(=O)C1=C(C=CC=C1)C